trans-4-((tert-Butyldimethylsilyl)oxy)-N-((trans-4-(3-cyano-4-methoxyphenyl)cyclohexyl)methyl)-N-(3-iodophenyl)cyclohexanecarboxamide [Si](C)(C)(C(C)(C)C)O[C@@H]1CC[C@H](CC1)C(=O)N(C1=CC(=CC=C1)I)C[C@@H]1CC[C@H](CC1)C1=CC(=C(C=C1)OC)C#N